CC(C)C[C@@H](C(=O)N[C@@H](CC(=O)O)C(=O)N[C@@H](CCC(=O)N)C(=O)O)NC(=O)[C@H](CC(=O)O)N The molecule is a tetrapeptide composed of L-aspartic acid, L-leucine, L-aspartic acid, and L-glutamine joined in sequence by peptide linkages. It has a role as a metabolite. It derives from a L-aspartic acid, a L-leucine and a L-glutamine.